piperidinyl-dimethyl-vinylsilane N1(CCCCC1)[Si](C=C)(C)C